C12CN(CC(CC1)N2)C=2OC1=C(N2)C=C(C=C1C=1SC=CN1)C(C(F)(F)F)(C)O 2-(2-(3,8-diazabicyclo[3.2.1]octan-3-yl)-7-(thiazol-2-yl)benzo[d]oxazol-5-yl)-1,1,1-trifluoropropan-2-ol